2-(4-fluorophenyl)-1-methylimidazo[4,5-b]Pyrazine-5-carboxylic acid FC1=CC=C(C=C1)C1=NC=2C(=NC=C(N2)C(=O)O)N1C